The molecule is a pyridazinone derivative in which pyridazin-3(2H)-one is substituted at C-6 with a 4-(difluoromethoxy)-3-methoxyphenyl group. It is a phosphodiesterase inhibitor, selective for PDE3 and 4. It has a role as an EC 3.1.4.* (phosphoric diester hydrolase) inhibitor, a peripheral nervous system drug, an anti-asthmatic drug and a bronchodilator agent. It is an organofluorine compound and a pyridazinone. COC1=C(C=CC(=C1)C2=NNC(=O)C=C2)OC(F)F